Methyl ((3-methyloxetan-3-yl) methyl) fumarate C(\C=C\C(=O)OCC1(COC1)C)(=O)OC